ClC1=C(C=C(C(=C1)S(NC(C)C1CCN(CC1)C)(=O)=O)F)NC(C1=C(C=CC=C1)C)=O N-(2-chloro-5-fluoro-4-(N-(1-(1-methylpiperidin-4-yl)ethyl)sulfamoyl)phenyl)-2-methylbenzamide